CN1C(N(C2=C1C(=CC=C2)CN(CCCCCCCN2CCCCC2)C)C2C(NC(CC2)=O)=O)=O 3-(3-methyl-4-((methyl(7-(piperidin-1-yl)heptyl)amino)methyl)-2-oxo-2,3-dihydro-1H-benzo[d]imidazol-1-yl)piperidine-2,6-dione